6-(2-methoxyethoxy)-N-methyl-5-((2-[(2,4,4-trimethylpentan-2-yl)amino]pyridin-4-yl)oxy)-1H-indole-1-carboxamide COCCOC1=C(C=C2C=CN(C2=C1)C(=O)NC)OC1=CC(=NC=C1)NC(C)(CC(C)(C)C)C